NC1=NC(=NC=N1)N1C[C@@H]([C@@](CC1)(O)C)F (3S,4R)-1-(4-amino-1,3,5-triazin-2-yl)-3-fluoro-4-methylpiperidin-4-ol